CC(CCCCCC)CCCCCCCCCCCCCCCC 7-methyltricosane